N-{6-[(5-cyclopropyl-1H-pyrazol-3-yl)amino]-5-methoxy-1,2-benzoxazol-3-yl}-4-(5,5-difluoro-1-methylpiperidin-3-yl)-2,6-dimethoxy-N-[(4-methoxyphenyl)methyl]benzene-1-sulfonamide C1(CC1)C1=CC(=NN1)NC1=CC2=C(C(=NO2)N(S(=O)(=O)C2=C(C=C(C=C2OC)C2CN(CC(C2)(F)F)C)OC)CC2=CC=C(C=C2)OC)C=C1OC